mono-adenosine monophosphate P(=O)(O)(O)OC[C@@H]1[C@H]([C@H]([C@@H](O1)N1C=NC=2C(N)=NC=NC12)O)O